ClC1=C(C=CC(=C1)F)C1=CC(OC2=CC(=CC=C12)O[C@@H](C(=O)NC1=CC=CC(=N1)C(=O)O)C)=O 6-[[(2R)-2-[4-(2-chloro-4-fluoro-phenyl)-2-oxo-chromen-7-yl]oxypropionyl]amino]pyridine-2-carboxylic acid